2-(5-(8-bromoquinolin-5-yl)furan-2-yl)propionic acid BrC=1C=CC(=C2C=CC=NC12)C1=CC=C(O1)C(C(=O)O)C